4-(1-(4-Fluorophenyl)-6-methyl-1H-indazol-5-yl)-3-oxopiperazine-1-carboxylic acid tert-butyl ester C(C)(C)(C)OC(=O)N1CC(N(CC1)C=1C=C2C=NN(C2=CC1C)C1=CC=C(C=C1)F)=O